N-((3r,5s)-1-cyano-5-(methoxymethyl)pyrrolidin-3-yl)-5-(3-(trifluoromethoxy)-phenyl)oxazole-2-carboxamide C(#N)N1C[C@@H](C[C@H]1COC)NC(=O)C=1OC(=CN1)C1=CC(=CC=C1)OC(F)(F)F